C(C)C=1C(=NC=C(C1)NC(C(=O)N1[C@@H](CC[C@H](C1)C)C=1C=NC=2NC(CCC2C1)=O)=O)NC(OC(C)(C)C)=O tert-butyl N-[3-ethyl-5-[[2-[(2S,5R)-5-methyl-2-(7-oxo-6,8-dihydro-5H-1,8-naphthyridin-3-yl)-1-piperidyl]-2-oxo-acetyl]amino]-2-pyridyl]carbamate